(R)-7-(3-((tert-butoxycarbonyl)amino)-4-(2,4,5-trifluorophenyl)butanoyl)-3-(trifluoromethyl)-5,6,7,8-tetrahydroimidazo[1,5-a]pyrazine C(C)(C)(C)OC(=O)N[C@@H](CC(=O)N1CC=2N(CC1)C(=NC2)C(F)(F)F)CC2=C(C=C(C(=C2)F)F)F